methyl-4-(pyridin-2-ylamino)butan CCCCCNC1=NC=CC=C1